ClC1=C(C=2N=C(N=C(C2C=N1)N1[C@@H]2[C@@H]([C@H](C[C@H]1CC2)NC(OC(C)(C)C)=O)F)OC[C@]21CCCN1C[C@@H](C2)F)F tert-butyl ((1S,2R,3S,5R)-8-(7-chloro-8-fluoro-2-(((2R,7aS)-2-fluorohexahydro-1H-pyrrolizin-7a-yl)methoxy)pyrido[4,3-d]pyrimidin-4-yl)-2-fluoro-8-azabicyclo[3.2.1]octan-3-yl)carbamate